O[C@@H]1C[C@H](N(C1)C([C@H](C(C)C)N1C(C2=CC=CC=C2C1)=O)=O)C(=O)NCC1=C(OCC(=O)OC(C)(C)C)C=C(C=C1)C1=C(N=CS1)C tert-Butyl 2-(2-(((2S,4R)-4-hydroxy-1-((S)-3-methyl-2-(1-oxoisoindolin-2-yl)butanoyl)pyrrolidine-2-carboxamido)methyl)-5-(4-methylthiazol-5-yl)phenoxy)acetate